1-(3-cyano-4-isobutoxy-phenyl)-imidazole-4-carboxylic acid C(#N)C=1C=C(C=CC1OCC(C)C)N1C=NC(=C1)C(=O)O